FC(C(=O)O)(F)F.COC=1C=C2C(=NC(=NC2=CC1OCCCN1CCCCC1)N1CCCC1)N[C@@H]1CNCCC1 (S)-6-Methoxy-7-(3-(Piperidin-1-yl)Propoxy)-N-(Piperidin-3-yl)-2-(Pyrrolidin-1-yl)Quinazolin-4-Amine Trifluoroacetic Acid Salt